ClC=1C(=NC(=NC1)N1CCN(CC1)C)N1C[C@H](CC1)C(=O)NC(C)(C)C1=CN=C2N1C=CC=C2 (3S)-1-[5-chloro-2-(4-methylpiperazin-1-yl)pyrimidin-4-yl]-N-(2-{imidazo[1,2-a]pyridin-3-yl}propan-2-yl)pyrrolidine-3-carboxamide